(R)-4-cyano-N-(6-(3-cyanophenyl)pyrimidin-4-yl)morpholine-2-carboxamide C(#N)N1C[C@@H](OCC1)C(=O)NC1=NC=NC(=C1)C1=CC(=CC=C1)C#N